CN(C=1SC2=C(N1)C=CC(=C2)C2OC(C(O2)(C)C)(C)C)C N,N-dimethyl-6-(4,4,5,5-tetramethyl-1,3-dioxolan-2-yl)benzo[d]thiazol-2-amine